N1(CCC1)C1=NC=C(C=N1)CN1N=CC(=N1)NC(=O)C1=NC(=CN=C1)C1=C(C(=CC=C1C(F)F)Cl)F N-(2-((2-(Azetidin-1-yl)pyrimidin-5-yl)methyl)-2H-1,2,3-triazol-4-yl)-6-(3-chloro-6-(difluoromethyl)-2-fluorophenyl)pyrazine-2-carboxamide